NC1=NC=2C=C(C(=CC2C2=C1C=NN2C)C(=O)N([C@@H]2COC1=C2C=CC(=C1)C#CC1=CN=C2N1CCN(C2)C)C)F (S)-4-amino-7-fluoro-N,1-dimethyl-N-(6-((7-methyl-5,6,7,8-tetrahydroimidazo[1,2-a]pyrazin-3-yl)ethynyl)-2,3-dihydrobenzofuran-3-yl)-1H-pyrazolo[4,3-c]quinoline-8-carboxamide